8-chloropyrrolo[1,2-a]quinoxaline ClC1=CC=C2N=CC=3N(C2=C1)C=CC3